2-(2-(imidazo[1,2-a]pyridine-3-carbonyl)-2-azaspiro[3.3]heptan-6-yl)-N-(3-(trifluoromethyl)phenyl)acetamide N=1C=C(N2C1C=CC=C2)C(=O)N2CC1(C2)CC(C1)CC(=O)NC1=CC(=CC=C1)C(F)(F)F